(R)-2-(4-((2S,4S)-2-((difluoromethoxy)methyl)-4-((5-(trifluoromethoxy)pyridin-2-yl)oxy)pyrrolidin-1-yl)benzoylamino)-2-(4-(ethylsulfonyl)phenyl)ethyl methylcarbamate CNC(OC[C@@H](C1=CC=C(C=C1)S(=O)(=O)CC)NC(C1=CC=C(C=C1)N1[C@@H](C[C@@H](C1)OC1=NC=C(C=C1)OC(F)(F)F)COC(F)F)=O)=O